3-fluoro-2-(7-methyl-4-{[(3R)-1-methylpiperidin-3-yl]amino}pyrrolo[1,2-d][1,2,4]triazin-1-yl)-5-(trifluoromethyl)phenol FC=1C(=C(C=C(C1)C(F)(F)F)O)C=1C=2N(C(=NN1)N[C@H]1CN(CCC1)C)C=C(C2)C